Octadecanolate C(CCCCCCCCCCCCCCCCC)[O-]